1-(2-(cyclopropanesulfonamido)pyrimidin-4-yl)-N-(5-(6-ethoxypyrazin-2-yl)pyridin-2-yl)-4-morpholinocyclohexane-1-carboxamide C1(CC1)S(=O)(=O)NC1=NC=CC(=N1)C1(CCC(CC1)N1CCOCC1)C(=O)NC1=NC=C(C=C1)C1=NC(=CN=C1)OCC